tert-butyl N-[5-[4-[3-(hydroxymethyl)-1-bicyclo[1.1.1]pentanyl]piperazin-1-yl]-2-pyridyl]carbamate OCC12CC(C1)(C2)N2CCN(CC2)C=2C=CC(=NC2)NC(OC(C)(C)C)=O